C1(=CC=CC=C1)C=[NH+][O-] Phenylnitrone